ClC=1C=C(CNC2=CC(=NC3=CC=C(C=C23)C=2C(=NOC2C)C)C(=O)NC2CCOCC2)C=CC1 4-((3-chlorobenzyl)amino)-6-(3,5-dimethylisoxazol-4-yl)-N-(tetrahydro-2H-pyran-4-yl)quinoline-2-carboxamide